tert-butyl (3-chloro-4-(1-(4-fluoro-3-hydroxyphenyl)-1H-indazol-5-yl)phenyl)carbamate ClC=1C=C(C=CC1C=1C=C2C=NN(C2=CC1)C1=CC(=C(C=C1)F)O)NC(OC(C)(C)C)=O